ethylene glycol dimercaptomethyl-acrylate SC(S)C(C(=O)OCCO)=C